COC1=C(C=CC(=C1)OC)/C=C/C(=O)NNC(\C=C\C1=C(C=C(C=C1)OC)OC)=O (E)-3-(2,4-dimethoxyphenyl)-N'-((E)-3-(2,4-dimethoxyphenyl)acryloyl)acrylohydrazide